CNCCCCCCN(C)C trimethyl-hexamethylenediamine